N,N-diethyl-4-(4-(5-(hydroxy(4-(4-morpholino-7H-pyrrolo[2,3-d]pyrimidin-6-yl)phenyl)methyl)pyrimidin-2-yl)piperazin-1-yl)but-2-ynamide C(C)N(C(C#CCN1CCN(CC1)C1=NC=C(C=N1)C(C1=CC=C(C=C1)C1=CC2=C(N=CN=C2N2CCOCC2)N1)O)=O)CC